3-cyano-4-(2-hydroxypropan-2-yl)-5-(2-methyl-1H-benzimidazol-5-yl)benzoic acid C(#N)C=1C=C(C(=O)O)C=C(C1C(C)(C)O)C1=CC2=C(NC(=N2)C)C=C1